pyrido[3',2':4,5]thieno[3,2-d]pyrimidin-4-amine N1=CN=C(C2=C1C1=C(S2)N=CC=C1)N